(S)-N-(5-(2-(1-cyclopropylethyl)-7-(difluoromethoxy)-1-oxoisoindolin-5-yl)-4-methoxy-7H-pyrrolo[2,3-d]pyrimidin-2-yl)propanamide C1(CC1)[C@H](C)N1C(C2=C(C=C(C=C2C1)C1=CNC=2N=C(N=C(C21)OC)NC(CC)=O)OC(F)F)=O